3-methoxyphenylalanine COC=1C=C(C[C@H](N)C(=O)O)C=CC1